(S)-5-ethyl-3-fluoro-8,8-dimethyl-5-phenyl-5,8,9,10-tetrahydrobenzo[b][1,8]naphthyridin-6(7H)-one C(C)[C@]1(C2=C(NC=3N=CC(=CC13)F)CC(CC2=O)(C)C)C2=CC=CC=C2